5-(6-Amino-2-fluoro-9H-purin-9-yl)-2-ethynyl-2-((((S)-(((S)-1-(heptan-4-yloxy)-1-oxo-3-phenylpropan-2-yl)amino)(phenoxy)phosphoryl)oxy)methyl)tetrahydrofuran-3-yl 2-propylpentanoate C(CC)C(C(=O)OC1C(OC(C1)N1C2=NC(=NC(=C2N=C1)N)F)(CO[P@](=O)(OC1=CC=CC=C1)N[C@H](C(=O)OC(CCC)CCC)CC1=CC=CC=C1)C#C)CCC